N2-(6-(4-(2,6-dimethyltetrahydro-2H-pyran-4-yl)piperidin-1-yl)-2-methylpyridin-3-yl)spiro[3.3]heptane-2,6-diamine CC1OC(CC(C1)C1CCN(CC1)C1=CC=C(C(=N1)C)NC1CC2(C1)CC(C2)N)C